1-(1-ethyl-5-(4-((4-methylpiperazin-1-yl)methyl)-1H-1,2,3-triazol-1-yl)-1H-indol-3-yl)-3-(4-fluorobenzyl)urea dihydrochloride Cl.Cl.C(C)N1C=C(C2=CC(=CC=C12)N1N=NC(=C1)CN1CCN(CC1)C)NC(=O)NCC1=CC=C(C=C1)F